8-fluoro-3,4-dihydronaphthalene FC=1C=CC=C2CCC=CC12